N-tert-Butyl-4-[[2-(4-fluoro-1H-indazol-6-yl)acetyl]amino]pyridine-2-carboxamide C(C)(C)(C)NC(=O)C1=NC=CC(=C1)NC(CC1=CC(=C2C=NNC2=C1)F)=O